C(=O)(O)CCO[C@H]1[C@@H]([C@H]([C@@H](SCCNC(=O)OCC2=CC=CC=3C4=CC=CC=C4CC23)O[C@@H]1CO)NS(=O)(=O)O)O N-Fluorenylmethyloxycarbonyl-2-aminoethyl 4-O-carboxyethyl-2-deoxy-2-sulfoamino-1-thio-α-D-glucopyranoside